ClC1=NC=C(C(=N1)Cl)C1(CC1)C(=O)N (2,4-dichloropyrimidin-5-yl)cyclopropanecarboxamide